COC1=CC=C(CNC=2N=C(N3C2C=NC2=CC=C(C=C32)C(=O)O)C)C=C1 ((4-methoxybenzyl)amino)-1-methylimidazo[1,5-a]quinoxaline-8-carboxylic acid